4-amino-5-(4-hydroxyphenyl)-2,2-dimethylpentanoic acid NC(CC(C(=O)O)(C)C)CC1=CC=C(C=C1)O